2-(4-(4-(8-amino-3-(azetidine-1-carbonyl)-1,7-naphthyridine-5-yl)phenyl)-1H-pyrazole-1-yl)-1-(4-methylpiperazine-1-yl)ethan-1-one NC=1N=CC(=C2C=C(C=NC12)C(=O)N1CCC1)C1=CC=C(C=C1)C=1C=NN(C1)CC(=O)N1CCN(CC1)C